N1C=CC2=CC=C(C=C12)NC1=NC=CC=2C1=NC=CN2 N-(1H-indol-6-yl)pyrido[3,4-b]pyrazin-5-amine